3-fluoro-7-((isobutylamino)methyl)-N-(3-((1s,3s)-3-methyl-1-(4-methyl-4H-1,2,4-triazol-3-yl)cyclobutyl)phenyl)-1H-pyrrolo[3,2-b]pyridine-5-carboxamide FC1=CNC=2C1=NC(=CC2CNCC(C)C)C(=O)NC2=CC(=CC=C2)C2(CC(C2)C)C2=NN=CN2C